BrC=1C=C2C(=NC(=NN2C1)Cl)N(C(OC(C)(C)C)=O)CC=1SC=C(C1)F tert-butyl (6-bromo-2-chloropyrrolo[2,1-f][1,2,4]triazin-4-yl)((4-fluorothiophen-2-yl)methyl)carbamate